[C@H](C)(CC)OC(C1=C(C=C(C=C1)N1C(N(C(C1(C)C)=O)C1=CC(=C(C=C1)C#N)C(F)(F)F)=S)F)=O (S)-4-(3-(4-cyano-3-(trifluoromethyl)phenyl)-5,5-dimethyl-4-oxo-2-thioxoimidazol-1-yl)-2-fluorobenzoic acid sec-butyl ester